2,2'-methylenebis(4-tertiary-octyl-6-(benzotriazolyl)phenol) C(C1=C(C(=CC(=C1)C(C)(C)CC(C)(C)C)C1=CC=CC=2NN=NC21)O)C2=C(C(=CC(=C2)C(C)(C)CC(C)(C)C)C2=CC=CC=1NN=NC12)O